6-(Difluoromethyl)-3-(6-(5-(methylsulfonyl)hexahydropyrrolo[3,4-b]pyrrol-1(2H)-yl)pyrimidin-4-yl)imidazo[1,2-b]pyridazine FC(C=1C=CC=2N(N1)C(=CN2)C2=NC=NC(=C2)N2C1C(CC2)CN(C1)S(=O)(=O)C)F